imino(methyl)((7-(5-(trifluoromethyl)-1,2,4-oxadiazol-3-yl)imidazo[1,2-a]pyridin-2-yl)methyl)-λ6-sulfanone N=S(=O)(CC=1N=C2N(C=CC(=C2)C2=NOC(=N2)C(F)(F)F)C1)C